C1(CCC(CCC)O1)=S γ-thioenantholactone